FC(C1=CC=C(C=C2CCN(CC2)C(=O)OC(C)(C)C)C=C1)(F)F tert-butyl 4-(4-(trifluoromethyl)benzylidene)piperidine-1-carboxylate